3-[3-[2-dimethylaminoethyl]-1H-indol-5-yl]-N-[4-methoxybenzyl]acrylamide CN(CCC1=CNC2=CC=C(C=C12)C=CC(=O)NCC1=CC=C(C=C1)OC)C